N-(2-bromo-6-(cyclopropylcarbamoyl)-3,4-difluorophenyl)tetrahydro-2H-pyran-4-carboxamide BrC1=C(C(=CC(=C1F)F)C(NC1CC1)=O)NC(=O)C1CCOCC1